ClC=1C(=C2C=NNC2=C(C1F)NC(C)C)C=1N=CC=2N(C1)C=C(N2)NC(C)=O N-(6-(5-chloro-6-fluoro-7-(isopropylamino)-1H-indazol-4-yl)imidazo[1,2-a]pyrazin-2-yl)acetamide